N3-(3,4-difluorophenyl)-N3-(3-tetrahydropyran-2-yloxybutyl)-4H-1,2,4-triazole-3,5-diamine FC=1C=C(C=CC1F)N(C1=NN=C(N1)N)CCC(C)OC1OCCCC1